ClS(=O)(=O)C=1SC=C(N1)C(=O)OCC ethyl 2-(chlorosulfonyl)-1,3-thiazole-4-carboxylate